COCC ethyl (methyl) ether